stearyl-aminoether lactate salt C(C(O)C)(=O)O.C(CCCCCCCCCCCCCCCCC)ON